COC(=O)C1(N(C[C@@H](C1)F)C(=O)OC(C)(C)C)C (4R)-4-fluoro-2-methylpyrrolidine-1,2-dicarboxylic acid 1-(tert-butyl) 2-methyl ester